(S)-2-(2-(benzofuran-6-carbonyl)-5,7-dichloro-1,2,3,4-tetrahydroisoquinoline-6-carboxamido)-3-(3-(methylsulfonyl)phenyl)propanoic acid O1C=CC2=C1C=C(C=C2)C(=O)N2CC1=CC(=C(C(=C1CC2)Cl)C(=O)N[C@H](C(=O)O)CC2=CC(=CC=C2)S(=O)(=O)C)Cl